6-(2-hydroxy-4,6-dimethyl-phenyl)pyridazin-3-ol OC1=C(C(=CC(=C1)C)C)C1=CC=C(N=N1)O